2-methyl-6-(5-spiro[2H-benzofuran-3,1'-cyclopropan]-4-yloxypyrazin-2-yl)-4H-imidazo[4,5-c]pyrazol-5-one CN1N=C2C(=C1)NC(N2C2=NC=C(N=C2)OC2=CC=CC1=C2C2(CC2)CO1)=O